allyl-9H-carbazole C(C=C)C1=CC=CC=2C3=CC=CC=C3NC12